C1(=CC(=CC=C1)C[C@H]1[C@H](CCC2=C(C=CC(N12)=O)C)NS(=O)(=O)C)C1=CC=CC=C1 |r| rac-N-{(3S,4S)-4-[([1,1'-biphenyl]-3-yl)methyl]-9-methyl-6-oxo-1,3,4,6-tetrahydro-2H-quinolizin-3-yl}methanesulfonamide